C(CCCCCCCCCCCCCCC)(=O)N Hexadecanamide